5-(4-aminophenyl)-N,N-dimethylpyridin-2-amine NC1=CC=C(C=C1)C=1C=CC(=NC1)N(C)C